4-(5-hydroxy-1-(5-isocyanatopyridin-2-yl)-3-methyl-1H-pyrazol-4-yl)benzonitrile OC1=C(C(=NN1C1=NC=C(C=C1)N=C=O)C)C1=CC=C(C#N)C=C1